CN(CCCC(=O)OC(CCCCCCCCCCC(=O)OCC1C(C1)CCCC)CCCCCCCCC)C (2-butylcyclopropyl)methyl 12-{[4-(dimethylamino)butanoyl]oxy}henicosanoate